5-(5-(2-cyclohexyl-2-propoxycarbonyl)naphthyl)-7-oxo-bicyclo[2.2.1]Hept-2-ene C1(CCCCC1)C(C)(C)OC(=O)C1=C2C=CC=C(C2=CC=C1)C1C2C=CC(C1)C2=O